C1(CC1)C1=C(C(=NO1)C1=C(C=CC=C1Cl)Cl)CO[C@H]1[C@@H]2CN([C@H](C1)C2)C=2SC1=C(N2)C=CC(=C1)C(=O)O 2-((1S,4S,5R)-5-((5-cyclopropyl-3-(2,6-dichlorophenyl)isoxazol-4-yl)methoxy)-2-azabicyclo[2.2.1]heptan-2-yl)benzo[d]thiazole-6-carboxylic acid